C1(CC1)N(CCNC(OC(C)(C)C)=O)C(CC(F)(F)F)C=1SC=C(C1F)C#C[Si](C)(C)C tert-butyl (2-(cyclopropyl(3,3,3-trifluoro-1-(3-fluoro-4-((trimethylsilyl)ethynyl)thiophen-2-yl)propyl)amino)ethyl)carbamate